C(OCCCCCCCC)(OCCCCCCCC)OCCCCCCCC tri(n-octyl) orthoformate